CC1=CNC2=NC=C(C=C21)C=2C=C1CCN(CC1=C(C2)[C@H]2N(CCC2)C(=O)OC(C)(C)C)C([C@](C(F)(F)F)(C)OC)=O tert-butyl (S)-2-(6-(3-methyl-1H-pyrrolo[2,3-b]pyridin-5-yl)-2-((S)-3,3,3-trifluoro-2-methoxy-2-methylpropanoyl)-1,2,3,4-tetrahydroisoquinolin-8-yl)pyrrolidine-1-carboxylate